4-Biphenylyltriethoxysilane C1(=CC=C(C=C1)[Si](OCC)(OCC)OCC)C1=CC=CC=C1